ClC1=C(C=C(C=N1)N=C(C1=CC=CC=C1)C1=CC=CC=C1)C(F)F N-(6-chloro-5-(difluoromethyl)pyridin-3-yl)-1,1-diphenylmethanimine